(S)-1-(8-fluoro-6-oxo-1,2,3,4,5,6-hexahydrophenanthridin-1-yl)-1-methyl-3-(3,4,5-trifluorophenyl)urea FC=1C=C2C(NC=3CCC[C@@H](C3C2=CC1)N(C(=O)NC1=CC(=C(C(=C1)F)F)F)C)=O